ClC1=C(C=CC2=CC=CC=C12)OB(O)O (1-Chloronaphthalen-2-yl)boric acid